8-bromo-5-oxo-6H-imidazo[1,2-c]pyrimidine-2-carboxylic acid BrC=1C=2N(C(NC1)=O)C=C(N2)C(=O)O